(4-(1-(4-((3-carbamoyl-5-ethyl-6-((tetrahydro-2H-pyran-4-yl) amino) pyrazin-2-yl) amino)-2-methoxyphenyl) piperidin-4-yl) piperazin-1-yl) benzoate C(C1=CC=CC=C1)(=O)ON1CCN(CC1)C1CCN(CC1)C1=C(C=C(C=C1)NC1=NC(=C(N=C1C(N)=O)CC)NC1CCOCC1)OC